ClC=1C(NC2=CC(=CC=C2C1)C(=O)OC)=O methyl 3-chloro-2-oxo-1,2-dihydroquinoline-7-carboxylate